C(C)OC(=O)[C@H]1[C@@H](C1)C1=C(C=CC=C1F)C1=C(C=CC=C1F)F.FC1=C(C(=CC=C1)F)C1=C(C(=CC=C1)F)[C@H]1[C@@H](C1)C(=O)OCC |&1:5,6,o1:38,39| rel-ethyl (1R,2R)-2-(2',3,6'-trifluoro[1,1'-biphenyl]-2-yl)cyclopropane-1-carboxylate rac-Ethyl-(1R,2R)-2-(2',3,6'-trifluoro[1,1'-biphenyl]-2-yl)cyclopropane-1-carboxylate